ethyl hydrazinoacetate HCl salt Cl.N(N)CC(=O)OCC